(±)-6-(quinolin-4-yl)spiro[3.3]heptane-2-carboxylic acid N1=CC=C(C2=CC=CC=C12)C1CC2(CC(C2)C(=O)O)C1